FC(C1=NC=CC=C1SC=1N=C2C(=NC1)NC(=N2)N2CC(C2)N)(F)F 1-(5-((2-(trifluoromethyl)pyridin-3-yl)thio)-1H-imidazo[4,5-b]pyrazin-2-yl)azetidin-3-amine